1-((R)-2,2-difluorocyclopropyl)-N-((R)-1-(3-(difluoromethyl)-2-fluorophenyl)ethyl)-4-(((1R,5s,6s)-3-methyl-3-azabicyclo[3.1.0]hex-6-yl)amino)-6-oxo-1,6-dihydropyridine-3-carboxamide FC1([C@@H](C1)N1C=C(C(=CC1=O)NC1[C@@H]2CN(C[C@H]12)C)C(=O)N[C@H](C)C1=C(C(=CC=C1)C(F)F)F)F